4-iodo-2-methoxybenzaldehyde IC1=CC(=C(C=O)C=C1)OC